6-(5-(1-(2,2-dimethyl-1,3-dioxan-5-yl)piperidin-4-yl)-4-fluoro-3-isopropyl-1H-indol-2-yl)-8-methoxy-[1,2,4]triazolo[1,5-a]pyridine CC1(OCC(CO1)N1CCC(CC1)C=1C(=C2C(=C(NC2=CC1)C=1C=C(C=2N(C1)N=CN2)OC)C(C)C)F)C